8H-pyrido[1,2-a]pyrimidin-8-one N=1C=2N(C=CC1)C=CC(C2)=O